N-(2-chloro-6-fluoro-3-nitrophenyl)-2-methoxyacetamide ClC1=C(C(=CC=C1[N+](=O)[O-])F)NC(COC)=O